5-(2-(4-fluorophenyl)-1H-pyrrolo-[2,3-b]pyridin-5-yl)-N-(2,2,2-trifluoroethyl)thiazole-2-carboxamide FC1=CC=C(C=C1)C1=CC=2C(=NC=C(C2)C2=CN=C(S2)C(=O)NCC(F)(F)F)N1